3-(methoxymethyl)oxolan-2-one ethyl-2-(3-chloro-4-(trifluoromethoxy)phenyl)-2,2-difluoroacetate C(C)OC(C(F)(F)C1=CC(=C(C=C1)OC(F)(F)F)Cl)=O.COCC1C(OCC1)=O